BrC1=CC(=C(CS(=O)C=2OC3=C(N2)C=CC(=C3)Cl)C=C1)F 2-((4-bromo-2-fluorobenzyl)sulfinyl)-6-chlorobenzo[d]oxazole